3,5-Dimethyl-4-iso-butylphenol CC=1C=C(C=C(C1CC(C)C)C)O